(R or S)-5-(aminomethyl)-3-{2-[(6-methoxy-2-methyl-1,2,3,4-tetrahydroisoquinolin-7-yl)amino]quinazolin-7-yl}-1,3-oxazolidin-2-one NC[C@@H]1CN(C(O1)=O)C1=CC=C2C=NC(=NC2=C1)NC1=C(C=C2CCN(CC2=C1)C)OC |o1:2|